methyl 4-(1-isopropyl-1H-pyrazol-4-yl)-3-methyl-1H-pyrrole-2-carboxylate C(C)(C)N1N=CC(=C1)C=1C(=C(NC1)C(=O)OC)C